1-(3-(5-((1-(4-((2-(2,6-dioxopiperidin-3-yl)-4-methyl-1-oxo-1,2-dihydrophthalazin-6-yl)amino)butanoyl)piperidin-4-yl)methoxy)pyrimidin-2-yl)benzyl)-6-oxo-1,6-dihydropyridazine O=C1NC(CCC1N1C(C2=CC=C(C=C2C(=N1)C)NCCCC(=O)N1CCC(CC1)COC=1C=NC(=NC1)C=1C=C(CN2N=CC=CC2=O)C=CC1)=O)=O